(2-Butoxyvinyl)cyclopropane C(CCC)OC=CC1CC1